tert-butyl (4aS,9aR)-7-(difluoromethoxy)-6-fluoro-2,3,9,9a-tetrahydroindeno[2,1-b][1,4]oxazine-4(4aH)-carboxylate FC(OC1=CC=2C[C@H]3OCCN([C@H]3C2C=C1F)C(=O)OC(C)(C)C)F